6-[7-amino-2-(2-carbamoyl-2-methylideneethyl)-1-oxo-2,3-dihydro-1H-isoindol-4-yl]-N-[2-(dimethylamino)ethyl]-1-methyl-1H-indazol-4-carboxamide NC=1C=CC(=C2CN(C(C12)=O)CC(=C)C(N)=O)C=1C=C(C=2C=NN(C2C1)C)C(=O)NCCN(C)C